trimethyl-[[1-(propoxy)vinyl]oxy]-silane C[Si](OC(=C)OCCC)(C)C